methyl (2S)-2-[[(2S)-2-[[(2S)-2-amino-3-(1-naphthyl)propanoyl]amino]-3-cyclopropyl-propanoyl]amino]-3-[(3S)-2-oxo-3-piperidyl]propanoate N[C@H](C(=O)N[C@H](C(=O)N[C@H](C(=O)OC)C[C@H]1C(NCCC1)=O)CC1CC1)CC1=CC=CC2=CC=CC=C12